FC=1C=C(C=CC1O)C1=NN2C(=NC=3C=CC=CC3C2=N1)N[C@H]1C(NCCCC1)=O (3R)-3-{[2-(3-fluoro-4-hydroxyphenyl)[1,2,4]triazolo[1,5-c]quinazolin-5-yl]amino}azepan-2-one